(R)-3-(5-Fluoro-7-methyl-1H-benzo[d]imidazol-2-yl)-2-methyl-N-((S)-11-oxo-2,3,10,11-tetrahydro-1H,5H-benzo[d]pyrazolo[1,2-a][1,2]diazepin-10-yl)propanamid FC1=CC2=C(NC(=N2)C[C@H](C(=O)N[C@H]2C3=C(CN4N(C2=O)CCC4)C=CC=C3)C)C(=C1)C